methyl-diglycolamide hydrochloride Cl.CC(C(=O)N)OCC(=O)N